(R)-2-amino-N-((3S,4S)-4-(3-chloro-5-fluorophenyl)-1-(imidazo[1,5-a]pyridine-8-carbonyl)piperidin-3-yl)-5-methylhexanamide N[C@@H](C(=O)N[C@@H]1CN(CC[C@H]1C1=CC(=CC(=C1)F)Cl)C(=O)C=1C=2N(C=CC1)C=NC2)CCC(C)C